tert-Butyl 7-((1-(phenylsulfonyl)-4-(pyrazolo[1,5-b]pyridazin-3-yl)-1H-pyrrolo[2,3-b]pyridin-2-yl)methyl)-2,7-diazaspiro[4.5]decane-2-carboxylate C1(=CC=CC=C1)S(=O)(=O)N1C(=CC=2C1=NC=CC2C=2C=NN1N=CC=CC12)CN1CC2(CCN(C2)C(=O)OC(C)(C)C)CCC1